C(C)(C)(C)OC(=O)N1C(CC(C1)CO[Si](C1=CC=CC=C1)(C1=CC=CC=C1)C(C)(C)C)=O.C(=O)(O)C=1C=C(C=CC1OC1=C(C=C(C=C1)[N+](=O)[O-])C(F)(F)F)C1=CC(=C(C=C1)OC1=C(C=C(C=C1)[N+](=O)[O-])C(F)(F)F)C(=O)O 3,3'-dicarboxyl-4,4'-di(4-nitro-2-trifluoromethylphenoxy)biphenyl tert-butyl-4-{[(tert-butyldiphenylsilyl)oxy]methyl}-2-oxopyrrolidine-1-carboxylate